tert-butyl trans-5-(5-(benzyloxy)-2-methylbenzofuran-3-carboxamido)hexahydrocyclopenta-[c]pyrrole-2(1H)-carboxylate C(C1=CC=CC=C1)OC=1C=CC2=C(C(=C(O2)C)C(=O)NC2CC3C(CN(C3)C(=O)OC(C)(C)C)C2)C1